(4-(4-cyanophenyl)piperidine-1-carbonyl)-2-cyclobutyl-4-ethylbenzoyl-hydrazine C(#N)C1=CC=C(C=C1)C1CCN(CC1)C(=O)N(N)C(C1=C(C=C(C=C1)CC)C1CCC1)=O